N'-[2-[[(1R)-1-(3,6-dimethyl-4-oxo-2-phenyl-chromen-8-yl)ethyl]amino]phenyl]sulfonyl-N,N-dimethyl-formamidine CC1=C(OC2=C(C=C(C=C2C1=O)C)[C@@H](C)NC1=C(C=CC=C1)S(=O)(=O)N=CN(C)C)C1=CC=CC=C1